CC1=C(C=CC(=C1)[N+](=O)[O-])NC1CC2(CN(C2)C(=O)OC(C)(C)C)C1 tert-butyl 6-((2-methyl-4-nitrophenyl)amino)-2-azaspiro[3.3]heptane-2-carboxylate